N(=[N+]=[N-])C1CN2C3=C(C(=C(C=C3C1C)F)Cl)C(C2)=O 5-azido-9-chloro-8-fluoro-6-methyl-1,2,5,6-tetrahydro-4H-pyrrolo[3,2,1-ij]quinolone